BrC=1C=2N(C=CC1)C(=CN2)CNS(=O)C(C)(C)C N-((8-bromoimidazo[1,2-a]pyridin-3-yl)methyl)-2-methylpropane-2-sulfinamide